N1N=CN=C1[C@@H]1CN(CC1)C(=O)N1CC2(C1)CC(C2)CC2=CC(=C(C(=O)N)C=C2)OC(F)(F)F 4-[[2-[(3S)-3-(1H-1,2,4-triazol-5-yl)pyrrolidine-1-carbonyl]-2-azaspiro[3.3]heptan-6-yl]methyl]-2-(trifluoromethoxy)benzamide